ClC1=CC(=C(C=C1)C1=CC(=NC(=C1)OCC)NC(C=1C(N(C=C(C1)CN[C@@H](C)C1CC1)C1CC1)=O)=O)C(=O)N1CC(C1)(F)F N-(4-{4-chloro-2-[(3,3-difluoro-1-azetidinyl)carbonyl]phenyl}-6-ethoxy-2-pyridyl)-1-cyclopropyl-5-{[(S)-1-cyclopropylethylamino]methyl}-2-oxo-1,2-dihydronicotinamide